FC1=C(OCC2=NC(=CC=C2)OC2CCNCC2)C=CC(=C1)N1C=NC=C1 2-((2-Fluoro-4-(1H-imidazol-1-yl)phenoxy)methyl)-6-(piperidin-4-oxy)pyridine